N-ethyl-N'-(3-dimethylaminopropyl)carbodiimide Vanadium(III) bromid [Br-].[V+3].C(C)N=C=NCCCN(C)C.[Br-].[Br-]